4-{2-[6-({[(1R)-1-cyclobutylethyl]amino}methyl)-1-oxo-3H-isoindol-2-yl]-6-cyclopropylpyridin-4-yl}-3-(4-methyl-1,2,4-triazol-3-yl)benzonitrile C1(CCC1)[C@@H](C)NCC1=CC=C2CN(C(C2=C1)=O)C1=NC(=CC(=C1)C1=C(C=C(C#N)C=C1)C1=NN=CN1C)C1CC1